1,8-dimethyl-1,2,3,4-tetrahydronaphthalene CC1CCCC2=CC=CC(=C12)C